N-(6-amino-5-cyclopropyl-3-pyridyl)-2-[(2R,5R)-2-(4-fluorophenyl)-4-isobutyl-5-methyl-piperazin-1-yl]-2-oxo-acetamide NC1=C(C=C(C=N1)NC(C(=O)N1[C@@H](CN([C@@H](C1)C)CC(C)C)C1=CC=C(C=C1)F)=O)C1CC1